3-(3-(tert-butyl)isoxazol-5-yl)-1-methyl-1-(2-(1-methyl-1H-imidazo[1,2-b]pyrazole-7-carbonyl)-2-azaspiro[3.3]heptan-6-yl)urea C(C)(C)(C)C1=NOC(=C1)NC(N(C1CC2(CN(C2)C(=O)C2=C3N(N=C2)C=CN3C)C1)C)=O